[Ni].[IH]1[IH][IH]C=C1 triiodolene nickel